3-nitro-6,7-dihydro-5H-cyclopenta[b]pyridin-4-ol [N+](=O)([O-])C=1C(=C2C(=NC1)CCC2)O